CCSCCSCCSCCSCC 3,6,9,12-tetrathiatetradecane